9,9-bis(4-(2-hydroxyethoxy)phenyl)-2,7-di(9-phenanthryl)fluorene OCCOC1=CC=C(C=C1)C1(C2=CC(=CC=C2C=2C=CC(=CC12)C=1C2=CC=CC=C2C=2C=CC=CC2C1)C=1C2=CC=CC=C2C=2C=CC=CC2C1)C1=CC=C(C=C1)OCCO